C(C)(C)(CC(C)(C)C)C1=CC=C(C=C1)OC1=CC=C(C=C1)C(C)(C)CC(C)(C)C (4-tert-octylphenyl)ether